Cl.N1=CC=C2N1CC(CN2)CN (4,5,6,7-tetrahydropyrazolo[1,5-a]pyrimidin-6-yl)methylamine hydrochloride